nitrogen hydroxyethyl-acrylic acid OCCC(C(=O)O)=C.[N]